C1(C(C(CCC1)COCCC#N)COCCC#N)COCCC#N 3,3',3''-((cyclohexane-1,2,3-triyltris(methylene))tri(oxy))tripropionitrile